1-(4-((4-((5-chloro-2-fluorobenzyl)amino)-7-methoxyquinazolin-6-yl)oxy)piperidin-1-yl)prop-2-en-1-one ClC=1C=CC(=C(CNC2=NC=NC3=CC(=C(C=C23)OC2CCN(CC2)C(C=C)=O)OC)C1)F